6-(3-(3-((1-(quinolin-5-yl)cyclopropyl)amino)propanoyl)-3,8-diazabicyclo[3.2.1]octan-8-yl)nicotinonitrile N1=CC=CC2=C(C=CC=C12)C1(CC1)NCCC(=O)N1CC2CCC(C1)N2C2=NC=C(C#N)C=C2